N1(N=NC=C1)CCOCC1=CC=C(C=N1)C#CC1=CC=CC=C1 4-((6-((2-(1H-1,2,3-triazol-1-yl)ethoxy)methyl)pyridin-3-yl)ethynyl)benzene